1-benzyl-5-phenyl-6-(propylthio)-3,5-dihydroimidazo[4,5-c][1,2]thiazine-4(1H)-one 2,2-dioxide C(C1=CC=CC=C1)N1S(CC(C2=C1N=C(N2C2=CC=CC=C2)SCCC)=O)(=O)=O